CC1=C(/C=C/C2CN(CCC2)C(=O)OC(C)(C)C)C=CC=C1 tert-butyl (E)-3-(2-methylstyryl)piperidine-1-carboxylate